Pyrazolo[1,5-a]Pyrimidin-5-yl-methanol N1=CC=C2N1C=CC(=N2)CO